O=C1C(=CSC1)C(=O)O.BrC1C(CCCCC)O1 Epoxybromoheptane 4-oxo-4,5-dihydrothiophene-3-carboxylate